2-phenoxy-1,4-diethoxynaphthalene O(C1=CC=CC=C1)C1=C(C2=CC=CC=C2C(=C1)OCC)OCC